Cl.NC1=CC(=C(C=C1OC[2H])C1=NC=C(C2=C1C(=NO2)N)C=2C=NNC2)F 4-(4-amino-2-fluoro-5-(methoxy-d)phenyl)-7-(1H-pyrazol-4-yl)isoxazolo[4,5-c]Pyridin-3-amine hydrochloride